calcium-barium silicon [Si].[Ba].[Ca]